ClC1=C(C(=CC=C1Cl)O)[C@H]1CC(N(C1)C1CC(C1)O)=S |r| rac-4-(2,3-dichloro-6-hydroxyphenyl)-1-((1r,3r)-3-hydroxycyclobutyl)pyrrolidine-2-thione